4-((2-((tert-butoxycarbonyl) amino) ethyl) (4-fluorobenzyl carbamoyl) phenyl)-1H-pyrazole-1-carboxylate C(C)(C)(C)OC(=O)NCCC=1C(=C(C=CC1)C=1C=NN(C1)C(=O)[O-])C(NCC1=CC=C(C=C1)F)=O